FC(CN[C@@H](CC1=CNC2=CC(=CC=C12)O)C)(C)C (R)-3-(2-(2-fluoro-2-methylpropylamino)propyl)-1H-indol-6-ol